C(CCCC)(=O)O[C@H]1CC[C@@H]2[C@@]1(CC[C@@H]1[C@]3(CCC=4N=C(SC4C3=CC[C@@H]21)NN2CCNCC2)C)C (5aR,5bS,7aS,8S,10aS,10bR)-5a,7a-dimethyl-2-(piperazin-1-ylamino)-5,5a,5b,6,7,7a,8,9,10,10a,10b,11-dodecahydro-4H-cyclopenta[7,8]phenanthro[2,1-d]thiazol-8-yl pentanoate